C(C)(C)(C)OC(=O)N1[C@H]2[C@@H]3N(C[C@@H]1CC2)SOC3.ClC=3C=CC(=NC3)C3(OC2=C(C=CC=C2C(C3)=O)C3CCNCC3)C (5-chloro-2-pyridinyl)-2-methyl-8-(4-piperidinyl)chroman-4-one tert-butyl-(3aS,4R,7S)-hexahydro-3H-4,7-epimino[1,2,3]oxathiazolo[3,4-a]azepine-10-carboxylate